(3R)-4-{3,7-dichloro-[1,2]Thiazolo[4,5-b]Pyridine-5-yl}-3-methylmorpholine ClC1=NSC=2C1=NC(=CC2Cl)N2[C@@H](COCC2)C